9-bromo-7-fluoro-1,2,3,4-tetrahydrobenzo[C][2,7]naphthyridine BrC1=CC2=C(N=CC=3CNCCC23)C(=C1)F